ClC=1C(=NC(=NC1)NC1CCN(CC1)C1=CC=C2C(=NN(C2=C1)C)C1C(NC(CC1)=O)=O)NC1=CC=C2CC(N(C2=C1)CCC(C)(C)O)=O 3-(6-(4-((5-chloro-4-((1-(3-hydroxy-3-methylbutyl)-2-oxoindolin-6-yl)amino)pyrimidin-2-yl)amino)piperidin-1-yl)-1-methyl-1H-indazol-3-yl)piperidine-2,6-dione